C(CCC)C1=NC2(C(N1CC1=CC(=C(C=C1)C=1C(=CC=CC1)S(=O)(=O)N(COC)C1=NOC(=C1C)C)COC(F)(F)F)=O)CCCC2 4'-((2-butyl-4-oxo-1,3-diazaspiro[4.4]non-1-en-3-yl)methyl)-N-(4,5-dimethylisoxazol-3-yl)-N-(methoxymethyl)-2'-((trifluoromethoxy)methyl)-[1,1'-biphenyl]-2-sulfonamide